methyl 3-[(5S)-3-oxo-5-phenyl-6,7-dihydro-3H-pyrrolo[2,1-c][1,2,4]triazol-2(5H)-yl]bicyclo[1.1.1]pentane-1-carboxylate O=C1N2C(=NN1C13CC(C1)(C3)C(=O)OC)CC[C@H]2C2=CC=CC=C2